CC1(C[C@@H](O1)[C@]1(CN(CC1)CC=1SC=C(N1)C(C)C)CCC1=CC=C(C#N)C=C1)C |o1:3| 4-(2-((R)-3-((R or S)-4,4-dimethyloxetan-2-yl)-1-((4-isopropylthiazol-2-yl)methyl)pyrrolidin-3-yl)ethyl)benzonitrile